F[B-](F)(F)F.C(C1=CC=CC=C1)OC=1C=C(C=CC1)[N+]#N 3-(benzyloxy)phenyl-diazonium tetrafluoroborate